1-[(4aS,8aR)-4-(6-chloro-5-methyl-pyridazin-3-yl)-3,4a,5,7,8,8a-hexahydro-2H-pyrido[4,3-b][1,4]oxazin-6-yl]ethanone ClC1=C(C=C(N=N1)N1[C@@H]2[C@H](OCC1)CCN(C2)C(C)=O)C